6-(ETHANESULFONYL)PYRIDINE-3-BORONIC ACID C(C)S(=O)(=O)C1=CC=C(C=N1)B(O)O